C12CC(CC(CC1)O2)OC2=C(C=C(C=C2)NC(=O)C=2N=C(OC2CC(F)(F)F)N2CC(C2)(C)OC)F N-(4-((8-oxabicyclo[3.2.1]octan-3-yl)oxy)-3-fluorophenyl)-2-(3-methoxy-3-methylazetidin-1-yl)-5-(2,2,2-trifluoroethyl)oxazole-4-carboxamide